2-((3,5-dicyano-6-(dimethylamino)-4-ethylpyridin-2-yl)sulfanyl)-2-(4-fluorophenyl)acetamide C(#N)C=1C(=NC(=C(C1CC)C#N)N(C)C)SC(C(=O)N)C1=CC=C(C=C1)F